C(C1=CC=CC=C1)OC1=C(C=C(C=C1)C(C)=O)O 1-(4-(benzyloxy)-3-hydroxyphenyl)ethan-1-one